9-[4-(5-cyano-2-pyridinyl)-2-ethyl-6-methyl-phenyl]-8,10-dioxo-3-azaspiro[5.5]undecane-3-carboxylic acid tert-butyl ester C(C)(C)(C)OC(=O)N1CCC2(CC1)CC(C(C(C2)=O)C2=C(C=C(C=C2C)C2=NC=C(C=C2)C#N)CC)=O